4-(4-((1R,5S)-3,8-diazabicyclo[3.2.1]octan-3-yl)-8-fluoro-2-((2-(hydroxymethyl)spiro[3.3]heptan-2-yl)methoxy)quinazolin-7-yl)naphthalen-2-ol [C@H]12CN(C[C@H](CC1)N2)C2=NC(=NC1=C(C(=CC=C21)C2=CC(=CC1=CC=CC=C21)O)F)OCC2(CC1(C2)CCC1)CO